NC1=CC=C(C=C1)C=1C(CC(N(N1)C)=O)C 6-(4-aminophenyl)-2,5-dimethyl-4,5-dihydropyridazin-3(2H)-one